CCCC(=O)SC S-(methyl thio) butyrate